1-methyl-(9-anthracenyl)ethanol CC(C)(O)C=1C2=CC=CC=C2C=C2C=CC=CC12